NCCCN([C]C(=O)C1=CC=CC=C1)CCCO 2-((3-aminopropyl)(3-hydroxypropyl)amino)-1-phenyl-2λ2-ethan-1-one